BrC1=C(N=C2N(C1=O)N=C(S2)C2CC2)C(F)(F)F 6-bromo-2-cyclopropyl-7-(trifluoromethyl)-[1,3,4]thiadiazolo-[3,2-a]pyrimidin-5-one